4-((2-ethoxy-2-oxoethyl)sulfinyl)-3,5-difluorobenzoic acid C(C)OC(CS(=O)C1=C(C=C(C(=O)O)C=C1F)F)=O